2-((1-(3-cyano-2-(isoindolin-2-yl)-7-methyl-4-oxo-4H-pyrido[1,2-a]pyrimidin-9-yl)ethyl)amino)benzoic acid C(#N)C1=C(N=C2N(C1=O)C=C(C=C2C(C)NC2=C(C(=O)O)C=CC=C2)C)N2CC1=CC=CC=C1C2